FC(OC=1C=C(C=CC1)N1C(C(C2=CC(=CC=C12)C(=O)NC(CS(=O)=O)CCC)(C)C)=O)F 1-[3-(difluoromethoxy)phenyl]-3,3-dimethyl-N-(5-methyl-1,1-dioxo-thia-pent-3-yl)-2-oxo-indoline-5-carboxamide